N(=[N+]=[N-])[C@@H](C(=O)OCC)[C@@H](C1=CC=C(C=C1)OC)O ethyl (2R,3R)-2-azido-3-hydroxy-3-(4-methoxyphenyl)propanoate